ClC1=C(C=CC(=C1)OC(F)(F)F)[N+]#[C-] 2-CHLORO-4-TRIFLUOROMETHOXY-PHENYLISOCYANIDE